(R)-7-((6-((dimethyl-amino)methyl)-5-(6-hydroxy-1,4-oxazepan-4-yl)pyridin-2-yl)amino)-4-(7-fluoro-imidazo[1,2-a]pyridin-3-yl)isoindolin-1-one CN(C)CC1=C(C=CC(=N1)NC=1C=CC(=C2CNC(C12)=O)C1=CN=C2N1C=CC(=C2)F)N2CCOC[C@@H](C2)O